CC=1C=C2C(=CC(=NC2=C(C1)C(C)N)N1CCCCC1)N1CCOCC1 1-[6-methyl-4-morpholino-2-(1-piperidyl)-8-quinolyl]ethanamine